(4-fluorobenzyl)-6-methylhexahydro-4H-pyrazino[1,2-a]pyrimidine-4,7(6H)dione FC1=CC=C(CN2C3N(C(CC2)=O)C(C(NC3)=O)C)C=C1